NC1=NC=CC(=C1C#CC(=O)N1CCC(CC1)O)OC1=C(C=C(C=C1)NC(=O)C1=NC=CN(C1=O)C1=CC=C(C=C1)F)F N-(4-(2-Amino-3-(3-(4-hydroxypiperidin-1-yl)-3-oxoprop-1-ynyl)pyridin-4-yloxy)-3-fluorophenyl)-4-(4-fluorophenyl)-3-oxo-3,4-dihydropyrazine-2-carboxamide